1-(5-bromopyridin-2-yl)cyclobutanecarbonitrile BrC=1C=CC(=NC1)C1(CCC1)C#N